FC1=CC(=C(C=C1C=1C=NC(=NC1)N1C[C@H](O[C@H](C1)C)C)NC(=O)C1=CNC(C=C1C(F)(F)F)=O)N1C[C@H](CC1)N(C)CC N-[4-fluoro-5-[2-[(2R,6S)-2,6-dimethylmorpholin-4-yl]pyrimidin-5-yl]-2-[(3S)-3-[ethyl(methyl)amino]pyrrolidin-1-yl]phenyl]-6-oxo-4-(trifluoromethyl)-1H-pyridine-3-carboxamide